C1(CC1)C1=CC(=CC(=N1)N1C(C2=CC(=CC(=C2C1)C(F)(F)F)COC[C@H]1NCCC1)=O)C1=C(C=C(C=C1)F)C1=NN=CN1C (S)-2-(6-cyclopropyl-4-(4-fluoro-2-(4-methyl-4H-1,2,4-triazol-3-yl)phenyl)pyridin-2-yl)-6-((pyrrolidin-2-ylmethoxy)methyl)-4-(trifluoromethyl)isoindolin-1-one